4-[[[6-[cyclopropyl-[[4-(trifluoromethyl)phenyl]methyl]amino]-5-fluoro-pyrimidin-4-yl]amino]methyl]tetrahydrothio-pyran-4-ol C1(CC1)N(C1=C(C(=NC=N1)NCSC1(CCOCC1)O)F)CC1=CC=C(C=C1)C(F)(F)F